[N+3].[N+](=O)([O-])[O-].O.[N+](=O)([O-])[O-].[N+](=O)([O-])[O-] water nitrate nitrogen